ClC1=C(C(=C(C(=N1)N1CCN(CCC1)C(=O)OC(C)(C)C)C#N)C1CC1)C#N tert-Butyl 4-(6-chloro-3,5-dicyano-4-cyclopropylpyridin-2-yl)-1,4-diazepane-1-carboxylate